[N+](=[N-])=CC(CC[C@@H](C(=O)OCCN1CCCCCCC1)NC([C@H](C)OC)=O)=O 2-(azocan-1-yl)ethyl (S)-6-diazo-2-((S)-2-methoxypropanamido)-5-oxohexanoate